6-(7-(difluoromethyl)-6-(1-methyl-1H-pyrazol-4-yl)-3,4-dihydroquinolin-1(2H)-yl)-4-ethynyl-1,3-dimethyl-1H-benzo[d]imidazol-2(3H)-one FC(C1=C(C=C2CCCN(C2=C1)C=1C=C(C2=C(N(C(N2C)=O)C)C1)C#C)C=1C=NN(C1)C)F